(R)-ethyl 2-(2-aminoethyl)-5-(4-chloro-3-(trifluoromethyl) benzoyl)-6-methyl-4,5,6,7-tetrahydro-2H-pyrazolo[4,3-c]pyridine-3-carboxylate NCCN1N=C2C(CN([C@@H](C2)C)C(C2=CC(=C(C=C2)Cl)C(F)(F)F)=O)=C1C(=O)OCC